4,6-dichloro-5-bromocyanoindenone ClC1=C2C=C(C(C2=CC(=C1Br)Cl)=O)C#N